BrC=1C=C(C(=O)[O-])C=CC1 3-bromobenzoate